5-chlorothiophene-2-carboxylate ClC1=CC=C(S1)C(=O)[O-]